Cl.N1(CCC1)CC1=C(CNC2=CC(=C(C=C2Cl)S(=O)(=O)NC=2N=CSC2)F)C(=CC=C1F)F 4-((2-(azetidin-1-ylmethyl)-3,6-difluorobenzyl)amino)-5-chloro-2-fluoro-N-(thiazol-4-yl)benzenesulfonamide hydrochloride